FC=1C(=C(C=CC1F)[C@H]1[C@@H](O[C@]([C@H]1C)(C(F)(F)F)C)C(=O)NC1=CC(=NC=C1)C(=O)N)O 4-((2r,3s,4s,5r)-3-(3,4-difluoro-2-hydroxyphenyl)-4,5-dimethyl-5-(trifluoromethyl)tetrahydrofuran-2-carboxamido)pyridineamide